N(C(=N)N)OCC(=O)O 2-(carbamimidamido-oxy)acetic acid